4-(chloromethyl)-6-fluoro-1-(4-methylphenyl)sulfonyl-indole ClCC1=C2C=CN(C2=CC(=C1)F)S(=O)(=O)C1=CC=C(C=C1)C